FC1=C(C=CC(=C1)F)C1=C(C=CN1S(=O)(=O)C1=CC(=CC=C1)F)OC 5-(2,4-difluorophenyl)-4-methoxy-1-((3-fluorophenyl)sulfonyl)-1H-pyrrole